N-(2,4-Dimethoxybenzyl)-4-(3-(ethyl(methyl)amino)-3-(3-(trifluoromethyl)-phenethyl)piperidin-1-yl)-2,6-difluoro-N-(pyrimidin-4-yl)benzenesulfonamide COC1=C(CN(S(=O)(=O)C2=C(C=C(C=C2F)N2CC(CCC2)(CCC2=CC(=CC=C2)C(F)(F)F)N(C)CC)F)C2=NC=NC=C2)C=CC(=C1)OC